3-methyl-Indole CC1=CNC2=CC=CC=C12